7-(4-fluoro-2-isopropoxy-phenyl)-4-(4-methylpyrazol-1-yl)-6-(4,5,6,7-tetrahydropyrazolo[1,5-a]pyrazin-2-yl)thieno[3,2-c]pyridine FC1=CC(=C(C=C1)C=1C2=C(C(=NC1C1=NN3C(CNCC3)=C1)N1N=CC(=C1)C)C=CS2)OC(C)C